(6R,8aS)-6-[8-amino-1-(2-ethoxy-4-{2,2,2-trifluoro-1-hydroxy-1-[3-(trifluoromethyl)phenyl]ethyl}phenyl)imidazo[1,5-a]pyrazin-3-yl]hexahydroindolizin-3(2H)-one NC=1C=2N(C=CN1)C(=NC2C2=C(C=C(C=C2)C(C(F)(F)F)(C2=CC(=CC=C2)C(F)(F)F)O)OCC)[C@H]2CN1C(CC[C@@H]1CC2)=O